3-cyclopropyl-7-fluoro-4H-pyrido[1,2-a]pyrimidin-4-one C1(CC1)C1=CN=C2N(C1=O)C=C(C=C2)F